CS(=O)(=O)C1=CC=C(C=C1)C=1C(N(C2=CC=C(C=C2C1)C1=CC=C(C=C1)C1CCN(CC1)C(C)C)CC(C)C)=O 3-(4-methanesulfonylphenyl)-1-(2-methylpropyl)-6-{4-[1-(propan-2-yl)piperidin-4-yl]phenyl}-1,2-dihydro-quinolin-2-one